3-(2,3-difluorophenoxy)azetidine-1-carboxylic acid tert-butyl ester C(C)(C)(C)OC(=O)N1CC(C1)OC1=C(C(=CC=C1)F)F